C1(CC1)S(=O)(=O)NC1=NC=CC(=N1)C(C(=O)NC1=C(C=C(C=C1)C1=NC(=CN=C1)OCC)F)C(C)C 2-(2-(cyclopropanesulfonylamino)pyrimidin-4-yl)-N-(4-(6-ethoxypyrazin-2-yl)-2-fluorophenyl)-3-methylbutanamide